ClC=1C(=NC=C(C1)F)C1(CC1)C(=O)N[C@H](C(=O)O)CCN(CCCCC1=NC=2NCCCC2C=C1)C[C@@H](CF)OC (S)-2-(1-(3-chloro-5-fluoropyridin-2-yl)cyclopropane-1-carboxamido)-4-(((S)-3-fluoro-2-methoxypropyl)(4-(5,6,7,8-tetrahydro-1,8-naphthyridin-2-yl)butyl)amino)butanoic acid